BrC1=CC=C(C=C1)[C@@H]1C[C@@](CC1)(C(=O)O)CCC cis-3-(4-bromophenyl)-1-propylcyclopentane-1-carboxylic acid